2-(((4-methoxyphenyl)diphenylmethyl)amino)-1,9-dihydro-6H-purin-6-one COC1=CC=C(C=C1)C(C1=CC=CC=C1)(C1=CC=CC=C1)NC=1NC(C=2N=CNC2N1)=O